C(C)C=1C(=CC=C2C=C(C=C(C12)C1=C(C=2N=C(N=C(C2C=N1)N1C[C@]2(CCO2)CCC1)OCC1(CC1)CO)F)OCOC)F (R)-(1-(((7-(8-ethyl-7-fluoro-3-(methoxymethoxy)naphthalen-1-yl)-8-fluoro-4-(1-oxa-6-azaspiro[3.5]nonan-6-yl)pyrido[4,3-d]pyrimidin-2-yl)oxy)methyl)cyclopropyl)methanol